C1(CC1)C=1N=CN(C1)C=1C=C2C(C(=COC2=CC1)I)=O 6-(4-cyclopropyl-1H-imidazol-1-yl)-3-iodochromone